phenyl 1,1-dimethyl-propyl ether CC(CC)(C)OC1=CC=CC=C1